C[C@@H]1C[C@@H](CNC1)C(=O)O (3S,5R)-5-methylpiperidine-3-carboxylic acid